C(C)N1C[C@@H](CCC1)NC=1N=NC(=C(C1)C(F)(F)F)C1=CC=C2C(=CNC2=C1)F N-[(3R)-1-ethyl-3-piperidinyl]-6-(3-fluoro-1H-indol-6-yl)-5-(trifluoromethyl)pyridazin-3-amine